5-(5-ethyl-octahydro-4,7-methyleneinden-5-yloxycarbonyl)-7-oxo-bicyclo[2.2.1]Hept-2-ene C(C)C1(C2C3CCCC3C(C1)C2)OC(=O)C2C1C=CC(C2)C1=O